C(C)N1C=C(C(C2=CC(=C(C=C12)N1CCNCC1)F)=O)C(C=CC1=CC=C(C=C1)F)=O 1-ethyl-6-fluoro-7-piperazin-1-yl-3-(4-fluoro-cinnamoyl)-quinolin-4(1H)-one